5-(2,6-dichloro-4-nitrophenoxy)-3-methyl-1-((2-(trimethylsilyl)ethoxy)methyl)-1H-benzo[d]imidazol-2(3H)-one ClC1=C(OC2=CC3=C(N(C(N3C)=O)COCC[Si](C)(C)C)C=C2)C(=CC(=C1)[N+](=O)[O-])Cl